BrC1=C(C(=CC(=C1)F)Br)N1CCCN(S1(=O)=O)CC(=O)NC1C2CC3(CC(CC1C3)C2)C(=O)N 4-(2-(6-(2,6-dibromo-4-fluorophenyl)-1,1-dioxido-1,2,6-thiadiazinan-2-yl)acetamido)adamantane-1-carboxamide